4-(4-benzylpiperazin-1-yl)-5-cyclopropyl-7-(3,5-difluorophenyl)-7H-pyrrolo[2,3-d]pyrimidine C(C1=CC=CC=C1)N1CCN(CC1)C=1C2=C(N=CN1)N(C=C2C2CC2)C2=CC(=CC(=C2)F)F